C(C)(C)(C)OC(=O)N1CC(CC1)N1CCNCC1 3-(piperazin-1-yl)pyrrolidine-1-carboxylic acid tert-butyl ester